ClC=1C(=C(C(=C(C1)NCC(=O)NC)F)C)CC1=C(C(=C(C=C1)O)C(C)C)F 2-((5-chloro-2-fluoro-4-(2-fluoro-4-hydroxy-3-isopropylbenzyl)-3-methylphenyl)amino)-N-methylacetamide